(4-(3-(dimethylamino)propoxy)phenyl)boric acid CN(CCCOC1=CC=C(C=C1)OB(O)O)C